CC(C=C)(CC\C=C(\CC)/C)O (E)-3,7-dimethylnonan-1,6-dien-3-ol